C(CCC)C1=NN(C(=C1O)C(C)C)C Butyl-4-hydroxy-1-methyl-5-isopropyl-pyrazol